Methyl 2-(6-bromo-1-((2-(trimethylsilyl)ethoxy)methyl)-1H-pyrrolo[2,3-b]pyridin-2-yl)-1-cyclopropyl-7-methoxy-1H-benzo[d]imidazole-5-carboxylate BrC1=CC=C2C(=N1)N(C(=C2)C2=NC1=C(N2C2CC2)C(=CC(=C1)C(=O)OC)OC)COCC[Si](C)(C)C